CC(CC(C(=O)NC(CC)C=O)NC)C 3-(4-methyl-2-(methylamino)pentanamido)-4-oxobutane